C(CCCCCCCCC)C=1C(=C(C(C(=O)[O-])=CC1)C(=O)[O-])CC(CCCCC)CCC n-Decyl(2-propylheptyl)phthalat